C(C)(=O)O[C@@H]1[C@@H]([C@H](O[C@H]1N1C=2N=C(NC(C2N=C1)=O)NC(C(C)C)=O)COC(C1=CC=CC=C1)=O)CCSC(C)=O.BrC1=C(C(=O)N)C=CC(=C1)Br bromo-4-bromobenzamide [(2S,3R,4R,5R)-4-acetoxy-3-(2-acetylsulfanylethyl)-5-[2-(2-methylpropanoylamino)-6-oxo-1H-purin-9-yl]tetrahydrofuran-2-yl]methyl-benzoate